BrC=1C=CC=C2C(CC(C12)=O)(C)C 7-Bromo-3,3-dimethyl-2H-inden-1-one